ClC1=C(C=NN1C1CC1)NC1=NC2=CC(=C(C=C2C=N1)C)C1CCN(CC1)C1C(COC1)O 4-(4-(2-((5-chloro-1-cyclopropyl-1H-pyrazol-4-yl)amino)-6-methylquinazolin-7-yl)piperidin-1-yl)tetrahydrofuran-3-ol